(2-Bromobenzyl)-2,2-dimethoxyacetamide BrC1=C(CC(C(=O)N)(OC)OC)C=CC=C1